5-(4-fluoro-2-methylphenyl)-1,3,3,7-tetramethyl-octahydrobenzo[c]isoxazole FC1=CC(=C(C=C1)C1CC2C(N(OC2(C)C)C)C(C1)C)C